COC1=C(C=C2C=CN=C(C2=C1)OC[C@H]1NC([C@@H](C1)CC(F)(F)F)=O)C(=O)N 7-methoxy-1-{[(2s,4s)-5-oxo-4-(2,2,2-trifluoroethyl)pyrrolidin-2-yl]methoxy}isoquinoline-6-carboxamide